ClC=1C=CC(=NC1)N1N=C(C(=C1)C)NC=1SC(=CN1)C(=O)NC1=C(C(=CC=C1C)O)C 2-((1-(5-Chloropyridin-2-yl)-4-methyl-1H-pyrazol-3-yl)amino)-N-(3-hydroxy-2,6-dimethylphenyl)thiazole-5-carboxamide